N-(5-(5-((1R,3R)-3-methoxycyclobutoxy)benzo[d]oxazol-2-yl)-8-(methylamino)-2,7-naphthyridin-3-yl)cyclopropanecarboxamide COC1CC(C1)OC=1C=CC2=C(N=C(O2)C2=C3C=C(N=CC3=C(N=C2)NC)NC(=O)C2CC2)C1